CC1(CN(CC1)C(=O)OC(C)(C)C)OC1=CC=C(C=C1)[N+](=O)[O-] tert-butyl 3-methyl-3-(4-nitrophenoxy)pyrrolidine-1-carboxylate